lithium-copper sulfide [Cu]=S.[Li]